P([O-])(=O)(OP(=O)([O-])OP(=O)([O-])[O-])OC[C@@H]1[C@H](C[C@@](O1)(N1C=NC=2C(=O)NC(N)=NC12)N=[N+]=[N-])O.FC1=C(C(=C(C2=C(C(=C(C(=C12)F)F)F)F)F)F)[B-](C1=C(C2=C(C(=C(C(=C2C(=C1F)F)F)F)F)F)F)(C1=C(C2=C(C(=C(C(=C2C(=C1F)F)F)F)F)F)F)C1=C(C2=C(C(=C(C(=C2C(=C1F)F)F)F)F)F)F.C(CCCCCCCCCCCCCCCCC)[NH+](CCCCCCCCCC)C1=C(C=CC=C1)C.C(CCCCCCCCCCCCCCCCC)[NH+](CCCCCCCCCC)C1=C(C=CC=C1)C.C(CCCCCCCCCCCCCCCCC)[NH+](CCCCCCCCCC)C1=C(C=CC=C1)C.C(CCCCCCCCCCCCCCCCC)[NH+](CCCCCCCCCC)C1=C(C=CC=C1)C.C(CCCCCCCCCCCCCCCCC)[NH+](CCCCCCCCCC)C1=C(C=CC=C1)C N-octadecyl-N-decyl-tolylammonium tetrakis(perfluoronaphthalen-2-yl)borate azido-2'-deoxyguanosine-5'-triphosphate